N1N=CC(=C1)CCNC1=NC(=NC(=C1C)C)C(=O)N1CC(C1)(C1=CC=CC=C1)OC (4-((2-(1H-pyrazol-4-yl)ethyl)amino)-5,6-dimethylpyrimidin-2-yl)(3-methoxy-3-phenylazetidin-1-yl)methanone